2-(2,6-dioxo-3-piperidyl)-4-[[1-methyl-5-(2-methyl-4-pyridyl)indazol-6-yl]amino]isoindoline-1,3-dione O=C1NC(CCC1N1C(C2=CC=CC(=C2C1=O)NC1=C(C=C2C=NN(C2=C1)C)C1=CC(=NC=C1)C)=O)=O